C(CCCCCCCCCCCCCCCCCCCCC)C1=CC=CC=C1 behenyl-benzene